difluorocyclopropyl-carboxylic acid FC1C(C1C(=O)O)F